ClC=1C=C(C=C(C1)C1=NC=C(C=N1)F)[C@H]1N(C[C@@H](NC1)CO)C(C)=O 1-((2R,5R)-2-(3-chloro-5-(5-fluoropyrimidin-2-yl)phenyl)-5-(hydroxymethyl)piperazin-1-yl)ethanone